C(C)N(CCNC(=O)C1=C(NC(=C1C)\C=C\1/C(N(C2=CC=C(C=C12)F)C)=O)C)CC (Z)-N-(2-(Diethylamino)ethyl)-5-((5-fluoro-1-methyl-2-oxoindolin-3-ylidene)methyl)-2,4-dimethyl-1H-pyrrole-3-carboxamide